(1S,3R)-3-[[4-(1H-indol-3-yl)-5-(trifluoromethyl)pyrimidin-2-yl]amino]cyclohexanecarboxylic acid N1C=C(C2=CC=CC=C12)C1=NC(=NC=C1C(F)(F)F)N[C@H]1C[C@H](CCC1)C(=O)O